acryloxypropyl-dimethyl-ethoxysilane C(C=C)(=O)OCCC[Si](OCC)(C)C